C(C)(=O)[O-].OC(CC[NH3+])O dihydroxypropylammonium acetate